3-{benzyl-[(2R)-3-(benzyloxy)-2-hydroxypropyl]amino}propan-1-ol C(C1=CC=CC=C1)N(CCCO)C[C@H](COCC1=CC=CC=C1)O